(2-bromo-6-iodophenyl)methanesulfonyl chloride BrC1=C(C(=CC=C1)I)CS(=O)(=O)Cl